FC=1C(=C(NC2=C(NC3=C2C(NCC3)=O)C3=C(C=NC=C3)OC[C@H]3CN(CCO3)C)C=CC1)C 3-(3-Fluoro-2-methylanilino)-2-(3-{[(2R)-4-methylmorpholin-2-yl]methoxy}pyridin-4-yl)-1,5,6,7-tetrahydro-4H-pyrrolo[3,2-c]pyridin-4-one